FC(N1C(=NC2=C1C=CC=C2)C2CCN(CC2)C(=O)C2=CC=C1C(=NN(C1=C2)C)C2=C(C=CC=C2)F)F (4-(1-(difluoromethyl)-1H-benzo[d]imidazol-2-yl)piperidin-1-yl)(3-(2-fluorophenyl)-1-methyl-1H-indazol-6-yl)methanone